Cl.O[C@@H]1CC[C@H](CC1)NC(C)C1(CNC1)O 3-{1-[(trans-4-hydroxycyclohexyl)amino]Ethyl}azetidine-3-ol hydrochloride